methyl (αE)-2-[[2-chloro-4-(trifluoromethyl)-phenoxy]methyl]-α-(methoxymethylene)benzeneacetate ClC1=C(OCC2=C(C=CC=C2)\C(\C(=O)OC)=C/OC)C=CC(=C1)C(F)(F)F